N-(3,4-dichlorophenyl)-4-[2-oxo-4-(pyrimidin-5-yl)-2,3-dihydro-1H-1,3-benzodiazol-1-yl]piperidine-1-carboxamide ClC=1C=C(C=CC1Cl)NC(=O)N1CCC(CC1)N1C(NC2=C1C=CC=C2C=2C=NC=NC2)=O